(2S,5R)-2-(N-(1-acetylaziridine-2-carbonyl) carbamimidoyl)-7-oxo-1,6-diazabicyclo[3.2.1]octan-6-yl hydrogen sulfate S(=O)(=O)(ON1[C@@H]2CC[C@H](N(C1=O)C2)C(NC(=O)C2N(C2)C(C)=O)=N)O